tert-butyl (2-(4-((4-(pyridin-2-yl)thiazol-2-yl)carbamoyl)benzamido)ethyl)carbamate N1=C(C=CC=C1)C=1N=C(SC1)NC(=O)C1=CC=C(C(=O)NCCNC(OC(C)(C)C)=O)C=C1